(3R)-3-{[7-(methylsulfonyl)-2-(4-methoxyphenyl)[1,2,4]triazolo[1,5-c]quinazolin-5-yl]amino}azepan-2-one CS(=O)(=O)C1=CC=CC=2C=3N(C(=NC12)N[C@H]1C(NCCCC1)=O)N=C(N3)C3=CC=C(C=C3)OC